C(C1=CC=CC=C1)SC1=C2C=NN(C2=CC(=C1)C(=O)OC)C1=CC=C(C=C1)F methyl 4-(benzylthio)-1-(4-fluorophenyl)-1H-indazole-6-carboxylate